(4-((amino-2-(ethoxymethyl)-1H-imidazo[4,5-c]quinolin-1-yl) methyl) benzyl) carbamate C(N)(OCC1=CC=C(C=C1)CN1C(=NC=2C(=NC=3C=CC=CC3C21)N)COCC)=O